N1=CC(=CC=C1)OC1CCN(CC1)C=1N=CC2=C(N1)CN(C2)C#N (4-(pyridin-3-yloxy)piperidin-1-yl)-5,7-dihydro-6H-pyrrolo[3,4-d]pyrimidine-6-carbonitrile